ClC1=C(C=CC(=N1)NS(=O)(=O)C1=CC=CC=C1)I N-(6-chloro-5-iodo-2-pyridyl)benzenesulfonamide